para-Nitrophenolate [N+](=O)([O-])C1=CC=C(C=C1)[O-]